cyclooctene iridium hydroxide [Ir](O)(O)O.C1=CCCCCCC1